1-[4-amino-2-ethyl-7-(pyridin-3-yl)-1H-imidazo[4,5-c]Quinolin-1-yl]-2-methylpropan-2-ol NC1=NC=2C=C(C=CC2C2=C1N=C(N2CC(C)(O)C)CC)C=2C=NC=CC2